C(C)N(C(S)=S)CC.C(C)N(C(S)=S)CC diethyldithiocarbamate (diethyl dithiocarbamate)